ClC1=CC(=C(N=N1)OC)C(C)N1N=C(C(=C1)NC([C@H](C1CCC(CC1)(F)F)NC(OCC1=CC=CC=C1)=O)=O)F benzyl N-[(1S)-2-[[1-[1-(6-chloro-3-methoxy-pyridazin-4-yl)ethyl]-3-fluoro-pyrazol-4-yl]amino]-1-(4,4-difluorocyclohexyl)-2-oxo-ethyl]carbamate